N1(CC[C@H]2[C@@H]1CNCC2)C(=O)OC(C)(C)C tert-Butyl (3aS,7aR)-octahydro-1H-pyrrolo[2,3-c]pyridine-1-carboxylate